5-(methoxymethyl)oxy-4-methylbenzopyran-7-carboxylic acid methyl ester COC(=O)C1=CC2=C(C(=CCO2)C)C(=C1)OCOC